4-(cyanomethyl)-2-(2-(difluoromethyl)-5-methoxypyridin-4-yl)benzoic acid C(#N)CC1=CC(=C(C(=O)O)C=C1)C1=CC(=NC=C1OC)C(F)F